(2-bromo-5-fluoropyridin-4-yl)((3S,4S)-4-(3,4-dihydroisoquinolin-2(1H)-yl)-3-hydroxypiperidin-1-yl)methanone BrC1=NC=C(C(=C1)C(=O)N1C[C@@H]([C@H](CC1)N1CC2=CC=CC=C2CC1)O)F